The molecule is an alpha-galactosylceramide in which the nitrogen carries a hexacosanamido group and C-4 carries in addition to a hydroxy function a 2-phenylethyl group. Essentially a phytosphingosine analogue with a truncated lipid chain terminating in a benzene ring, it has been used in investigations on the binding affinity of glycolipids to CD1d molecules. It derives from an alpha-D-galactose. CCCCCCCCCCCCCCCCCCCCCCCCCC(=O)N[C@@H](CO[C@@H]1[C@@H]([C@H]([C@H]([C@H](O1)CO)O)O)O)[C@@H]([C@@H](CCC2=CC=CC=C2)O)O